[Li].C(C)(C)CCCC[Mg]CCCC (isopropyl)(di-n-butyl)magnesium lithium